4-nitro-1,8-dimethylaminonaphthalene [N+](=O)([O-])C1=CC=C(C2=C(C=CC=C12)NC)NC